(6-(aminomethyl)-1-benzyl-1,2,3,6-tetrahydropyridin-4-yl)carbamic acid tert-butyl ester C(C)(C)(C)OC(NC=1CCN(C(C1)CN)CC1=CC=CC=C1)=O